4-(4-(5-methyl-1H-tetrazol-1-yl)butyl)phenol CC1=NN=NN1CCCCC1=CC=C(C=C1)O